1-(4-(5-oxo-2-phenyl-5,6-dihydropyrimido[4,5-d]pyridazin-4-ylamino)phenyl)piperidine-4-carboxylic acid O=C1C2=C(C=NN1)N=C(N=C2NC2=CC=C(C=C2)N2CCC(CC2)C(=O)O)C2=CC=CC=C2